CCCCCCCCC=CC1=CC=CC=C1 Octylstyrol